CC([C@@H](C(=O)N1[C@@H](C[C@H](C1)O)C(=O)NCC1=CC=C(C=C1)C1=C(N=CS1)C)NC(CCCCC(N1CCN(CC1)S(=O)(=O)C1=CC=C(C)C=C1)=O)=O)(C)C (2S,4R)-1-((S)-3,3-dimethyl-2-(6-oxo-6-(4-tosylpiperazin-1-yl)hexanamido)butanoyl)-4-hydroxy-N-(4-(4-methylthiazol-5-yl)benzyl)pyrrolidine-2-carboxamide